Methyl (E)-5-(5-benzoyl-1-(4-(((tert-butoxycarbonyl)(methyl)amino)methyl)phenyl)-1,9-dioxo-10-oxa-2,5,8-triazatridec-12-en-13-yl)-2-nitrobenzoate C(C1=CC=CC=C1)(=O)N(CCNC(=O)C1=CC=C(C=C1)CN(C)C(=O)OC(C)(C)C)CCNC(OC\C=C\C=1C=CC(=C(C(=O)OC)C1)[N+](=O)[O-])=O